[C@@H]1(CC[C@]12COCC2)OC2=NN=C(S2)NC(=O)C=2C=NC(=CC2C2=CC(=NC=C2OC)Cl)C |r| rac-N-(5-(((1S,4S)-6-oxaspiro[3.4]octan-1-yl)oxy)-1,3,4-thiadiazol-2-yl)-2'-chloro-5'-methoxy-6-methyl-[4,4'-bipyridine]-3-carboxamide